(R)-N-(4-(3-((5-bromopyrimidin-2-yl)amino)pyrrolidin-1-yl)-2-methylquinazolin-7-yl)acrylamide BrC=1C=NC(=NC1)N[C@H]1CN(CC1)C1=NC(=NC2=CC(=CC=C12)NC(C=C)=O)C